N-(5-Chloro-6-(2H-1,2,3-triazol-2-yl)pyridin-3-yl)-5-methoxy-3,4-dihydroquinoline ClC=1C=C(C=NC1N1N=CC=N1)N1CCCC2=C(C=CC=C12)OC